tert-butyl ({1-[trans-4-(cyanomethyl)cyclohexyl]-1H-imidazo[4,5-d]thieno[3,2-b]pyridin-2-yl}methyl)(methylsulfonyl)carbamate C(#N)C[C@@H]1CC[C@H](CC1)N1C(=NC=2C1=C1C(=NC2)C=CS1)CN(C(OC(C)(C)C)=O)S(=O)(=O)C